C(C1=CC=CC=C1)N1CC2(CNC2)[C@@H](C1)C(=O)N1C(OC[C@H]1C1=CC=CC=C1)=O (R)-3-((S)-6-benzyl-2,6-diazaspiro[3.4]octane-8-carbonyl)-4-phenyloxazolidin-2-one